aluminium (III) isopropoxide CC([O-])C.[Al+3].CC([O-])C.CC([O-])C